N-(3-chloro-5-fluoro-phenyl)-1-[4-(difluoromethoxy)phenyl]-3-methyl-5-oxo-4H-pyrazole-4-carboxamide ClC=1C=C(C=C(C1)F)NC(=O)C1C(=NN(C1=O)C1=CC=C(C=C1)OC(F)F)C